7-(carbamoyl)benzofuran-2-carboxylic acid C(N)(=O)C1=CC=CC=2C=C(OC21)C(=O)O